6-(4-(2,5-DiMethyl-1H-Azol-1-yl)phenyl)-2-Methyl-1H-benzo[d]Imidazol CC=1N(C(=CC1)C)C1=CC=C(C=C1)C=1C=CC2=C(NC(=N2)C)C1